arsenic sulfur tin [Sn].[S].[As]